F[B-](F)(F)F.C[N+]1=CC=C(C=C1)C=1SC=CN1 1-methyl-4-(thiazol-2-yl)pyridin-1-ium tetrafluoroborate